OC[C@@H]1OC[C@H](OC1)COC1=CC=C(C=C1)C=1C=C(C(NC1C(F)(F)F)=O)C(=O)N 5-(4-(((2s,5s)-5-(hydroxymethyl)-1,4-dioxan-2-yl)methoxy)phenyl)-2-oxo-6-(trifluoromethyl)-1,2-dihydropyridine-3-carboxamide